C(#N)N1CC(C(C1)CC)C(=O)NC=1SC(=CN1)C1=CC=CC=C1 1-cyano-4-ethyl-N-(5-phenylthiazol-2-yl)pyrrolidine-3-carboxamide